3-CHLORO-2-(METHOXYMETHOXY)PHENYLBORONIC ACID ClC=1C(=C(C=CC1)B(O)O)OCOC